FC(S(=O)(=O)NC)F 1,1-difluoro-N-methylmethanesulfonamide